1-(3-((8-((2-fluoro-3-methyl-4-((1-methyl-1H-benzo[d][1,2,3]triazol-5-yl)oxy)phenyl)amino)pyrimido[5,4-d]pyrimidin-2-yl)(methyl)amino)azetidin-1-yl)prop-2-en-1-one FC1=C(C=CC(=C1C)OC1=CC2=C(N(N=N2)C)C=C1)NC1=NC=NC2=C1N=C(N=C2)N(C2CN(C2)C(C=C)=O)C